([1,1'-biphenyl]-4-yl)-N-hydroxybenzo[c]isoxazole-5-carboxamide C1(=CC=C(C=C1)C1=C2C(=NO1)C=CC(=C2)C(=O)NO)C2=CC=CC=C2